CC(CO)CCCC(C)C 2-methyl-6-methyl-heptanol